N1N=CC(=C1)C1=CC=C(CN2C(N(C(C3=CC=CC=C23)=O)C=2C=C(OCC(=O)NC(C)C)C=CC2)=O)C=C1 (3-(1-(4-(1H-pyrazol-4-yl)benzyl)-2,4-dioxo-1,2-dihydroquinazolin-3(4H)-yl)phenoxy)-N-isopropylacetamide